P([O-])([O-])([O-])=[Se] phosphoroselenate